[4-(5-bromo-6-methoxy-indazol-2-yl)cyclohexyl]methanol BrC1=CC2=CN(N=C2C=C1OC)C1CCC(CC1)CO